[6-[[4-(trifluoromethyl)-1H-imidazol-2-yl]methyl]-2-azaspiro[3.3]heptan-2-yl]-[6-[3-(trifluoromethyl)-1,2,4-triazol-1-yl]-2-azaspiro[3.3]heptan-2-yl]methanone FC(C=1N=C(NC1)CC1CC2(CN(C2)C(=O)N2CC3(C2)CC(C3)N3N=C(N=C3)C(F)(F)F)C1)(F)F